rac-N-(5-Chlorothiazol-2-yl)-2-(3,3-difluorocyclopentyl)-2-(4-(2-(2-hydroxyethyl)-2H-tetrazol-5-yl)phenyl)acetamide ClC1=CN=C(S1)NC(C(C1=CC=C(C=C1)C=1N=NN(N1)CCO)C1CC(CC1)(F)F)=O